ClC1=C(C=CC=C1C1=C(C(=NC=C1)C1=CC(=C(C=C1)CN1CC2(C1)CNC(C2)=O)OC)Cl)C2=CC=C(C(=N2)OC)CN2CCC(CC2)NC(C)=O N-(1-((6-(2-Chloro-3-(3-chloro-2-(3-methoxy-4-((7-oxo-2,6-diazaspiro[3.4]octan-2-yl)methyl)phenyl)pyridin-4-yl)phenyl)-2-methoxypyridin-3-yl)methyl)piperidin-4-yl)acetamide